C(CCC)C1=C(C(=NN1C(C)(C)C)C(C)CC)O 5-n-butyl-3-sec-butyl-1-tert-butyl-4-hydroxy-pyrazole